C(C=C)(=O)OCCC(=O)O 3-(acryloxy)propionic acid